(2-(3-hydroxypropyl)pyridin-3-yl)carbamic acid tert-butyl ester C(C)(C)(C)OC(NC=1C(=NC=CC1)CCCO)=O